4-(5-chloro-1,3-benzothiazol-2-yl)piperidin-4-ol ClC=1C=CC2=C(N=C(S2)C2(CCNCC2)O)C1